(2'S,5'S)-tetrahydropyrazin N1CCNC=C1